1,2-DIHYDRO-1,6-NAPHTHYRIDIN-2-ON N1C(C=CC2=CN=CC=C12)=O